FC=1C(=C(C=CC1)NC(=O)NC1=CC=C2C(C=CS(C2=C1O)(=O)=O)=O)C 1-(3-fluoro-2-methylphenyl)-3-(8-hydroxy-1,1-dioxo-4-oxothiochromen-7-yl)urea